(4-(3-methoxy-4-aminophenoxy)phenyl)ethane COC=1C=C(OC2=CC=C(C=C2)CC)C=CC1N